C1(CC1)S(=O)(=O)N1N=CC(=C1)C1=NC=CC(=N1)NC1=CC(=C(C=N1)C1=NC=C(C=C1)CN1CCN(CC1)C)NC1CCC(CC1)NCCF N6'-(2-(1-(Cyclopropylsulfonyl)-1H-pyrazol-4-yl)pyrimidin-4-yl)-N4'-((1s,4s)-4-((2-fluoroethyl)amino)cyclohexyl)-5-((4-methylpiperazin-1-yl)methyl)-[2,3'-bipyridine]-4',6'-diamine